[Na+].C(C(O)C)(=O)[O-].[Na+].C(C(O)C)(=O)[O-] sodium lactate, sodium salt